[Cl-].FC=1C=CC(=C(C1)[I+]C1=C(C=C(C=C1OC)OC)OC)[N+](=O)[O-] (5-fluoro-2-nitrophenyl)(2,4,6-trimethoxyphenyl)iodonium chloride